1-((benzyloxy)carbonyl)-2-methylaziridine-2-carboxylic acid C(C1=CC=CC=C1)OC(=O)N1C(C1)(C(=O)O)C